tin-bismuth-lead [Pb].[Bi].[Sn]